N[C@@H](CO)C(=O)OCC[N+](C)(C)C Choline serinate